1-[3-fluoro-5-(2-aminoethylamino)phenyl]-3-[5-fluoro-2-(2-hydroxyethyl)phenyl]urea FC=1C=C(C=C(C1)NCCN)NC(=O)NC1=C(C=CC(=C1)F)CCO